(R)-2-(5-(difluoromethoxy)-4-((6-oxo-5-(trifluoromethyl)-1,6-dihydropyridazin-4-yl)amino)pentyl)-7-fluoro-6-(5-(trifluoromethyl)thiazol-2-yl)isoquinolin-1(2H)-one FC(OC[C@@H](CCCN1C(C2=CC(=C(C=C2C=C1)C=1SC(=CN1)C(F)(F)F)F)=O)NC=1C=NNC(C1C(F)(F)F)=O)F